FC1=CC=C(C=C1)S(=O)(=O)NCCCC(CCC)S(=O)(=O)F 1-((4-fluorophenyl)sulfonylamino)heptane-4-sulfonyl fluoride